3-methyl-2-(4,4,5,5-tetramethyl-1,3,2-dioxaborolan-2-yl)benzaldehyde CC=1C(=C(C=O)C=CC1)B1OC(C(O1)(C)C)(C)C